C(C1CO1)OC(CC[Si](OC)(OC)OC)CCCCC 3-glycidyloxyoctyl-tri-methoxysilane